sodium oleic acid C(CCCCCCC\C=C/CCCCCCCC)(=O)O.[Na]